1-allyl-3-methylimidazole bis(trifluoromethanesulfonimide) salt [N-](S(=O)(=O)C(F)(F)F)S(=O)(=O)C(F)(F)F.[N-](S(=O)(=O)C(F)(F)F)S(=O)(=O)C(F)(F)F.C(C=C)N1CN(C=C1)C